OC1(CN(CCC1)C(=O)OC(C)(C)C)C=C tert-butyl 3-hydroxy-3-vinylpiperidine-1-carboxylate